methyl (((3-aminoadamantan-1-yl)oxy)carbonyl)-L-isoleucinate NC12CC3(CC(CC(C1)C3)C2)OC(=O)N[C@@H]([C@@H](C)CC)C(=O)OC